ethyl (E)-3-(4-amino-5-methylpyridin-3-yl)acrylate NC1=C(C=NC=C1C)/C=C/C(=O)OCC